(S)-N-(5-(2-(2-ethylmorpholino)acetamido)-2-fluoropyridin-3-yl)-2-(1-methyl-1H-pyrazol-4-yl)-1H-pyrrolo[2,3-b]pyridine-5-carboxamide C(C)[C@@H]1OCCN(C1)CC(=O)NC=1C=C(C(=NC1)F)NC(=O)C=1C=C2C(=NC1)NC(=C2)C=2C=NN(C2)C